NC=1C=C(C=CC1F)COC[C@@H](C)NC(=O)C=1C=NN2C1N=C(C=C2N(C(OC(C)(C)C)=O)C)Cl tert-butyl N-[3-[[(1R)-2-[(3-amino-4-fluoro-phenyl)methoxy]-1-methyl-ethyl]carbamoyl]-5-chloro-pyrazolo[1,5-a]pyrimidin-7-yl]-N-methyl-carbamate